FC(C1=CC=C(C=N1)CC1CC2(CN(C2)C=O)C1)(F)F [6-[[6-(trifluoromethyl)-3-pyridinyl]methyl]-2-azaspiro[3.3]heptan-2-yl]methanone